ClC=1C=C(C=CC1[N+](=O)[O-])N1CCN(CC1)C 1-(3-chloro-4-nitrophenyl)-4-methylpiperazine